phenyl-diazonium hexafluorophosphate F[P-](F)(F)(F)(F)F.C1(=CC=CC=C1)[N+]#N